2-[(E)-2-phenylvinyl]-1H-indene C1(=CC=CC=C1)/C=C/C=1CC2=CC=CC=C2C1